OC(CCCCCCCC(=O)O)CCCCCCCCCC 9-Hydroxy-nonadecanoic acid